C(C)(CC)C1(C=CC=C1)[Hf](N(CC)C)(N(CC)C)N(C)CC (sec-butylcyclopentadienyl)tris(ethylmethylamino)hafnium